heptane-1,3-Dicarboxylic Acid C(CC(CCCC)C(=O)O)C(=O)O